C(C1=CC=CC=C1)OC1=CC(=CC(=C1)[N+](=O)[O-])Br 1-(benzyloxy)-3-bromo-5-nitrobenzene